O[C@H]1[C@@H]2[C@]3(CCC(C=C3CC[C@H]2[C@@H]2[C@H](CC([C@@]2(C)C1)=O)O)=O)C 11a,15a-dihydroxyandrostenedione